O(C12C=C(CC(CC1)C2)Cl)C21C=C(CC(CC2)C1)Cl oxybis(3-chlorobicyclo[3.2.1]-2-octene)